methyl (S,E)-6-(2,4-dichlorophenyl)-5-(4-((1-(4-(dimethylamino)-4-oxobut-2-en-1-yl) pyrrolidin-3-yl) oxy) phenyl)-7,8-dihydronaphthalene-2-carboxylate ClC1=C(C=CC(=C1)Cl)C1=C(C=2C=CC(=CC2CC1)C(=O)OC)C1=CC=C(C=C1)O[C@@H]1CN(CC1)C\C=C\C(=O)N(C)C